4-(4-Trifluoromethyl-benzyl)piperidine HCl Cl.FC(C1=CC=C(CC2CCNCC2)C=C1)(F)F